C(CC)C1(C=CC=C1)[Zr](N(C)C)(N(C)C)N(C)C n-propyl-cyclopentadienyl-tri(dimethylamino)zirconium